(E)-1-(2-chloro-3,4-dihydroxyphenyl)ethane-1-one O-(3-(5-methyl-1,2,4-oxadiazol-3-yl)benzyl) oxime CC1=NC(=NO1)C=1C=C(CO\N=C(/C)\C2=C(C(=C(C=C2)O)O)Cl)C=CC1